C(CC)NS(=O)(=O)C1CCN(CC1)C(C(F)(F)F)=O N-propyl-1-(2,2,2-trifluoroacetyl)piperidine-4-sulfonamide